4-(2-Acetoxyacetyl)-6-bromo-2-((tert-butyloxycarbonyl)(methyl-d3)amino)nicotinate C(C)(=O)OCC(=O)C1=CC(=NC(=C1C(=O)[O-])N(C([2H])([2H])[2H])C(=O)OC(C)(C)C)Br